N-Benzyl-N-(1-(5-(5,7-dimethoxy-4-oxo-3,4-dihydroquinazolin-2-yl)pyridin-2-yl)piperidin-4-yl)acetamide C(C1=CC=CC=C1)N(C(C)=O)C1CCN(CC1)C1=NC=C(C=C1)C1=NC2=CC(=CC(=C2C(N1)=O)OC)OC